3-(1-methylpyrrolidin-2-yl)acrylamide CN1C(CCC1)C=CC(=O)N